CS(=O)(=O)C1(CCC1)C1=CC=C(OCCN2CCC3(CC2)C(NC2=CC=C(C=C23)C#N)=O)C=C1 1'-{2-[4-(1-methanesulfonylcyclobutyl)phenoxy]ethyl}-2-oxo-1,2-dihydrospiro[indole-3,4'-piperidine]-5-carbonitrile